Tert-butyl((7-(5-(3-chloro-6-methylcyano-5-cyclopropoxy-2-fluorophenyl)-1-methyl-1H-pyrazol-4-yl)-5-(cyclopropylethynyl)-4-oxo-3,4-dihydrophthalazin-1-yl)methyl)carbamate C(C)(C)(C)OC(NCC1=NNC(C2=C(C=C(C=C12)C=1C=NN(C1C1=C(C(=C(C(=C1C)OC1CC1)C#N)Cl)F)C)C#CC1CC1)=O)=O